(6-chloro-2-((4-(1-methyl-4-(trifluoromethyl)-1H-imidazol-2-yl)benzyl)amino)pyridin-3-yl)methanol ClC1=CC=C(C(=N1)NCC1=CC=C(C=C1)C=1N(C=C(N1)C(F)(F)F)C)CO